O1C=C(C2=C1C=CC=C2)C[C@H](NS(=O)(=O)C2=CC(=CC=C2)C(C)=O)B(O)O 2-(benzofuran-3-yl)-1-(R)-(3-acetylbenzenesulfonamido)ethylboronic acid